CO[C@@]1(COCC1)C1=CC(=CC(=N1)N1N=C(C=2C=NC(=CC21)N)C)C (R)-1-(6-(3-Methoxytetrahydrofuran-3-yl)-4-methylpyridin-2-yl)-3-methyl-1H-pyrazolo[4,3-c]pyridin-6-amine